C(CCCCCCCCCCCCCCCCC)(=O)O.OCC(O)CO.OCC(O)CO diglycerol sesquistearate